N-(3-(1H-imidazol-1-yl)benzyl)-N-(3-methoxybenzyl)-5-(2-morpholinoethoxy)pyridin-2-amine N1(C=NC=C1)C=1C=C(CN(C2=NC=C(C=C2)OCCN2CCOCC2)CC2=CC(=CC=C2)OC)C=CC1